(3,5-dichlorophenyl)methanol ClC=1C=C(C=C(C1)Cl)CO